FC1=C(C=CC=C1)N1C[C@H](CCC1)CN1[C@H]([C@H]([C@@H]([C@H](C1)O)O)O)CO (2S,3R,4R,5S)-1-(((R)-1-(2-fluorophenyl)piperidin-3-yl)methyl)-2-(hydroxymethyl)piperidine-3,4,5-triol